C(C)(C)(C)C1=CC=C(C=C1)C1=C2C(=NC(=N1)N)N(N=C2)C 4-(4-(Tert-butyl)phenyl)-1-methyl-1H-pyrazolo[3,4-d]pyrimidin-6-amine